2-benzyl-2-(dimethylamino)1-[4-(4-morpholinyl)phenyl]-1-butanone tert-butyl-(4-fluoro-2-methoxypyridin-3-yl)carbamate C(C)(C)(C)N(C(O)=O)C=1C(=NC=CC1F)OC.C(C1=CC=CC=C1)C(C(=O)C1=CC=C(C=C1)N1CCOCC1)(CC)N(C)C